4-(2-(Naphthalen-1-yloxy)ethoxy)quinoline-2-carboxylic acid methyl ester COC(=O)C1=NC2=CC=CC=C2C(=C1)OCCOC1=CC=CC2=CC=CC=C12